C(C)N(CCC1=NNC2=CC=C(C(=C12)OC)F)C N-ethyl-2-(5-fluoro-4-methoxy-1H-indazol-3-yl)-N-methylethan-1-amine